6-acetamido-N-[(1S,2S)-2-[(4-fluorophenoxy)methyl]cyclopentyl]-N-methyl-3-pyrimidin-2-yl-pyridine-2-carboxamide C(C)(=O)NC1=CC=C(C(=N1)C(=O)N(C)[C@@H]1[C@H](CCC1)COC1=CC=C(C=C1)F)C1=NC=CC=N1